(4-(((1S,3S)-3-(methoxycarbonyl)cyclohexyl)oxy)phenyl)-3-methylisoxazole-4-carboxylic acid COC(=O)[C@@H]1C[C@H](CCC1)OC1=CC=C(C=C1)C1=C(C(=NO1)C)C(=O)O